C(C)C1=C(C(=O)OCCOC=2C=CC=3C4(C5=CC=C(C=C5OC3C2)OCCO)C2=CC(=CC=C2C=2C=CC(=CC24)C2=CC4=CC=CC=C4C=C2)C2=CC4=CC=CC=C4C=C2)C=CC(=C1)[N+](=O)[O-] 2,2'-((2,7-bis(naphthalene-2-yl)spiro[fluorene-9,9'-xanthene]-3',6'-diyl)bis(oxy))diethanol ethyl-4-nitrobenzoate